2-chloro-6-methyl-1-hydroxy-3-amInobenzene ClC1=C(C(=CC=C1N)C)O